COC(=O)C1=NC=C(C=C1C)O 5-hydroxy-3-methylpyridine-2-carboxylic acid methyl ester